2-(5-methyl-5-vinyl-tetrahydrofuran-2-yl)propan-2-ol CC1(CCC(O1)C(C)(C)O)C=C